2,8-dioxa-5-azanonane COCCNCCOC